FC1=CC(=C(C=C1C(NC1=NC=C(N=C1)N1C[C@H](CC1)F)=O)NC(=O)C1=CN=C(S1)C)C N-[4-fluoro-5-[[5-[(3S)-3-fluoropyrrolidin-1-yl]pyrazin-2-yl]carbamoyl]-2-methylphenyl]-2-methyl-1,3-thiazole-5-carboxamide